12,13-difluoro-15-methoxy-9-thiatricyclo[9.4.0.0^{3,8}]pentadecan-1(11),3(8),4,6,12,14-hexaen-2-one FC=1C=2CSC=3C=CC=CC3C(C2C(=CC1F)OC)=O